N-(1,5-dimethyl-3-oxo-2-phenylpyrazol-4-yl)pyridin CN1N(C(C(=C1C)N1CC=CC=C1)=O)C1=CC=CC=C1